FC1=CC(=C(C(=C1)C(C)C)CC(=O)NS(=O)(=N)C1=CC=C(C=C1)C(C)(C)O)C(C)C 4-Fluoro-2,6-diisopropylphenyl-N-(4-(2-hydroxypropan-2-yl)phenylsulfonimidoyl)acetamide